NC=1C(=CC(=C(C=O)C1)Cl)Br 5-AMINO-4-BROMO-2-CHLOROBENZALDEHYDE